3-Methoxy-3-Methyl-1-Butanol Acetat C(C)(=O)OCCC(C)(C)OC